[N-](S(=O)(=O)C(F)(F)F)S(=O)(=O)C(F)(F)F.NC(C)C=1NC=C[N+]1C 1-aminoethyl-3-methylimidazolium bis(trifluoromethanesulfonyl)imide salt